1,6-octadien-3-yl benzoate C(C1=CC=CC=C1)(=O)OC(C=C)CCC=CC